FC(C=1C=C(C=CC1)C1=CC(=CO1)C(=O)NC1=NC(=NS1)CC(C)=O)(F)F 5-(3-(trifluoromethyl)phenyl)-N-(3-(2-oxopropyl)-1,2,4-thiadiazol-5-yl)furan-3-carboxamide